FC(C)(F)C=1C(=C(C=CC1)C(C)CC(C)(S(=O)(=O)N)C)F {1-[3-(1,1-difluoroethyl)-2-fluorophenyl]ethyl}-2-methylpropane-2-sulfonamide